C1(CCCC1)CNC(=O)C=1C=NC=NC1 N-(cyclopentylmethyl)pyrimidine-5-carboxamide